(tert-butoxycarbonyl)-L-valine 2-hydroxyethyl ester OCCOC([C@@H](NC(=O)OC(C)(C)C)C(C)C)=O